5-cyclopropyl-N3-methyl-2-oxo-1,2-dihydropyridine-3,5-dicarboxylic acid amide C1(CC1)C1(C=C(C(NC1)=O)C(=O)NC)C(=O)O